NC=1C=NC=CC1C1CCN(CC1)C(=O)OC(C)(C)C tert-Butyl 4-(3-aminopyridin-4-yl)piperidine-1-carboxylate